tertiary butyl-dimethyl-methoxysilane Barium Sulfate S(=O)(=O)([O-])[O-].[Ba+2].C(C)(C)(C)[Si](OC)(C)C